C(#N)C1(CC1)C=1C=CC(=NC1)COC1=NN=C(S1)C1=NC(=CC(=C1C(=O)N)C1=C(C=CC=C1)OC(F)F)C (5-[[5-(1-cyanocyclopropyl)pyridin-2-yl]methoxy]-1,3,4-thiadiazol-2-yl)-4-[2-(difluoromethoxy)phenyl]-6-methylpyridine-3-carboxamide